selenazolium chloride [Cl-].[Se]1C=[NH+]C=C1